2-butenoyl chloride C(C=CC)(=O)Cl